FC=1C=NC=C(C1OCC1[C@H]2CN(C[C@@H]12)C1=CN=C2C(=N1)N(N=C2)C2COC2)F 6-((1R,5S,6r)-6-(((3,5-difluoropyridin-4-yl)oxy)methyl)-3-azabicyclo[3.1.0]-hexane-3-yl)-1-(oxetan-3-yl)-1H-pyrazolo[3,4-b]Pyrazine